C(C)(C)C(C[Al](CC(C(C)(C)C)C(C)C)CC(C(C)(C)C)C(C)C)C(C)(C)C tri-(2-iso-propyl-3,3-dimethyl-butyl)-aluminum